(R)-4-(1-((tert-Butoxycarbonyl)amino)-2-((2-hydroxyethyl)(methyl)amino)-2-oxoethyl)phenyl trifluoromethanesulfonate FC(S(=O)(=O)OC1=CC=C(C=C1)[C@H](C(=O)N(C)CCO)NC(=O)OC(C)(C)C)(F)F